BrC=1C=C(C=2N(C1)N=CC2Cl)OCC(O)C2=NC=C(C=C2)F 2-(6-bromo-3-chloro-pyrazolo[1,5-a]pyridin-4-yl)oxy-1-(5-fluoro-2-pyridinyl)ethanol